Tert-butyl 7-hydroxy-3,4-dihydro-1H-pyrrolo[3,4-b]indole-2-carboxylate OC1=CC=2C3=C(NC2C=C1)CN(C3)C(=O)OC(C)(C)C